(R)-4-(5-(6-cyanopyrimidin-4-yl)-1H-pyrazole-3-carbonyl)-N-((1r,4R)-4-hydroxy-4-(trifluoromethyl)cyclohexyl)-4-azaspiro[2.5]octane-7-carboxamide C(#N)C1=CC(=NC=N1)C1=CC(=NN1)C(=O)N1C2(CC2)C[C@@H](CC1)C(=O)NC1CCC(CC1)(C(F)(F)F)O